CC1(N(CCC1)CCNC(=O)C=1C=C(C(=NC1)C)NC1=NN(C2=NC(=NC=C21)NC=2C=C(C=CC2)CC(=O)[O-])C)C 2-(3-((3-((5-((2-(2,2-dimethylpyrrolidin-1-yl)ethyl)carbamoyl)-2-methylpyridin-3-yl)amino)-1-methyl-1H-pyrazolo[3,4-d]pyrimidin-6-yl)amino)phenyl)acetate